O1CCC(CC1)N1CC2(C1)CN(C2)S(=O)(=O)C=2C(=NC(=CC2)C(F)(F)F)C=C 2-(tetrahydro-2H-pyran-4-yl)-6-((6-(trifluoromethyl)-2-vinylpyridin-3-yl)sulfonyl)-2,6-diazaspiro[3.3]heptane